BrC1=C(C(=CC=C1OC1=C(C=CC=C1)F)[N+](=O)[O-])N1C[C@@H](N(CC1)C(=O)OC(C)(C)C)CN(C(C(F)(F)F)=O)C tert-butyl (2R)-4-[2-bromo-3-(2-fluorophenoxy)-6-nitrophenyl]-2-{[methyl(trifluoroacetyl)amino]methyl}piperazine-1-carboxylate